4-(3,6-dihydro-2H-pyran-4-yl)-6-methylpyridine-3-carboxylic acid methyl ester COC(=O)C=1C=NC(=CC1C=1CCOCC1)C